(5'S,7a'R)-5'-(3,5-difluorophenyl)-1-(6-methylimidazo[2,1-b][1,3]thiazole-5-carbonyl)tetrahydro-3'H-spiro[piperidine-4,2'-pyrrolo[2,1-b][1,3]oxazol]-3'-one FC=1C=C(C=C(C1)F)[C@@H]1CC[C@H]2OC3(C(N21)=O)CCN(CC3)C(=O)C3=C(N=C2SC=CN23)C